ClC1=C(C=CC=C1)C1=C(C=NN1)C(=O)N1CCN(CC1)C (5-(2-chlorophenyl)-1H-pyrazol-4-yl)(4-methylpiperazin-1-yl)methanone